C1(=CC=CC=C1)[C@@H](C)NC(=O)C1CCN(CC1)C(=O)C1=NNC(=C1)C1=CC=NC=C1 N-[(1R)-1-phenylethyl]-1-[5-(pyridin-4-yl)-1H-pyrazole-3-carbonyl]piperidine-4-carboxamide